N-(azetidin-3-ylmethyl)benzo[d]thiazole-2-carboxamide N1CC(C1)CNC(=O)C=1SC2=C(N1)C=CC=C2